FC(C1=CC=C(C=C1)P(C1=CC=C(C=C1)C(F)(F)F)C1=CC=C(C=C1)C(F)(F)F)(F)F tris[4-(trifluoromethyl)phenyl]phosphine